4-(tert-butyl)benzenesulfonyl chloride C(C)(C)(C)C1=CC=C(C=C1)S(=O)(=O)Cl